9-bromo-1,1-dipentyloxynonane BrCCCCCCCCC(OCCCCC)OCCCCC